5,14-dimethyl-5,14-dihydro-5,7,12,14-tetraazapentacene CN1C=2C=CC=CC2N(C2=CC3=NC4=CC=CC=C4N=C3C=C12)C